ClC=1C=C(C=C(C1OC1=CN(C(C=C1)=O)C1=CCCCC1)Cl)NN 2-(3,5-dichloro-4-((1-(cyclohex-1-en-1-yl)-6-oxo-1,6-dihydropyridin-3-yl)oxy)phenyl)hydrazine